1-[6-(trifluoromethyl)pyridazin-3-yl]ethanone tert-butyl-3-[(2-benzyloxycarbonylhydrazino)methyl]-2-oxo-pyrrolidine-1-carboxylate C(C)(C)(C)OC(=O)N1C(C(CC1)CNNC(=O)OCC1=CC=CC=C1)=O.FC(C1=CC=C(N=N1)C(C)=O)(F)F